C(N)(OCC(S(=O)(=O)C1=CC=C(C=C1)[N+](=O)[O-])C(C)(C)C)=O tert-butyl-(2-((4-nitrophenyl) sulfonyl) ethyl) carbamate